3-bromo-5-chloro-N-(2,4-dimethoxybenzyl)-N-methyl-2-((2-(trimethylsilyl)ethoxy)methyl)-2H-pyrazolo[4,3-d]pyrimidin-7-amine BrC=1N(N=C2C1N=C(N=C2N(C)CC2=C(C=C(C=C2)OC)OC)Cl)COCC[Si](C)(C)C